(4-{6-amino-5-[1-(6-chloro-2-fluoro-3-methyl-phenyl)-ethoxy]-pyridin-3-yl}-phenyl)-(4-pyrrolidin-1-yl-piperidin-1-yl)-methanone NC1=C(C=C(C=N1)C1=CC=C(C=C1)C(=O)N1CCC(CC1)N1CCCC1)OC(C)C1=C(C(=CC=C1Cl)C)F